(2S)-3-(5-bromo-3-((tert-butyldiphenylsilyl)oxy)-3,6-dihydropyridin-1(2H)-yl)-2-((tert-butoxycarbonyl)amino)propanoic acid BrC1=CC(CN(C1)C[C@@H](C(=O)O)NC(=O)OC(C)(C)C)O[Si](C1=CC=CC=C1)(C1=CC=CC=C1)C(C)(C)C